2-[bis(3-chloro-4-fluorophenyl)methyl]-5-ethenyl-4-methanesulfonyl-1-{[2-(tri-methylsilyl)ethoxy]methyl}-1H-imidazole ClC=1C=C(C=CC1F)C(C=1N(C(=C(N1)S(=O)(=O)C)C=C)COCC[Si](C)(C)C)C1=CC(=C(C=C1)F)Cl